C1(=CC=CC=C1)[C@H](C)N[C@H]1C(NC2=C(CC1)C=CC=C2)=O (3R)-3-[[(1S)-1-phenylethyl]amino]-1,3,4,5-tetrahydro-1-benzazepin-2-one